N-(1-(5-(3-(Trifluoromethoxy)benzyl)octahydropyrrolo[3,4-c]pyrrole-2-carbonyl)-1H-pyrazol-3-yl)methanesulfonamide FC(OC=1C=C(CN2CC3C(C2)CN(C3)C(=O)N3N=C(C=C3)NS(=O)(=O)C)C=CC1)(F)F